2-chloro-3-(dimethylamino)-N-(5-methyl-1,3,4-oxadiazol-2-yl)-4-(trifluoromethoxy)benzamide ClC1=C(C(=O)NC=2OC(=NN2)C)C=CC(=C1N(C)C)OC(F)(F)F